(S)-(4-(5-bromobenzo[d]oxazol-2-yl)-6,7-dihydro-1H-imidazo[4,5-c]pyridin-5(4H)-yl)(4-(trifluoromethyl)oxazol-5-yl)methanone BrC=1C=CC2=C(N=C(O2)[C@H]2N(CCC3=C2N=CN3)C(=O)C3=C(N=CO3)C(F)(F)F)C1